C(#N)C=1C=C2C(=NC1)N(C=C2)C2=NC=C(C(=O)NC1CCNCC1)C(=C2)NC(C)C 6-(5-cyano-1H-pyrrolo[2,3-b]pyridin-1-yl)-4-(Isopropylamino)-N-(piperidin-4-yl)nicotinamide